7-methoxy-5-methylsulfanyl-4-oxo-1-[4-(trifluoromethoxy)phenyl]cinnoline-3-carboxylic acid ethyl ester C(C)OC(=O)C1=NN(C2=CC(=CC(=C2C1=O)SC)OC)C1=CC=C(C=C1)OC(F)(F)F